tert-butyl (S)-4-(3-bromo-4-cyano-5-nitropyridin-2-yl)-3-(hydroxymethyl)piperazine-1-carboxylate BrC=1C(=NC=C(C1C#N)[N+](=O)[O-])N1[C@@H](CN(CC1)C(=O)OC(C)(C)C)CO